2-(2,6-Dioxopiperidin-3-yl)-5-((6-(4-(8-methylquinoxalin-2-yl)-1H-pyrazol-1-yl)hexyl)amino)isoindoline-1,3-dione O=C1NC(CCC1N1C(C2=CC=C(C=C2C1=O)NCCCCCCN1N=CC(=C1)C1=NC2=C(C=CC=C2N=C1)C)=O)=O